C(=C)OC[C@@H](OC=C)COP(=O)(O)OCC[N+](C)(C)C 1,2-Divinyl-sn-glycero-3-phosphorylcholine